FC(CN(C(C1=C(C=CC(=C1)F)C=1C=2N(C=C(C1)C1CN(C1)C(=O)[C@H]1NCCCC1)C(=NC2F)C)=O)C(C)C)F N-(2,2-difluoroethyl)-5-fluoro-2-(1-fluoro-3-methyl-6-{1-[(2S)-piperidine-2-carbonyl]azetidin-3-yl}imidazo[1,5-a]pyridin-8-yl)-N-(isopropyl)benzamide